3-(3-(3-(4-aminopyrido[3,2-d]pyrimidin-6-yl-2-d)phenyl)-1-((2-(trimethylsilyl)ethoxy)methyl)-1H-pyrazol-5-yl)-3-hydroxy-1-methylpyrrolidin-2-one NC=1C2=C(N=C(N1)[2H])C=CC(=N2)C=2C=C(C=CC2)C2=NN(C(=C2)C2(C(N(CC2)C)=O)O)COCC[Si](C)(C)C